(-)-(1R,4R,6S,10S)-4,12,12-trimethyl-9-methylene-5-oxatricyclo[8.2.0.04,6]dodecane C[C@]12CC[C@H]3C(C[C@@H]3C(CC[C@@H]2O1)=C)(C)C